Cl.BrC=1C=2C=C3N(C2C(=C(C1)Cl)Cl)CC[C@H]3N (R)-8-Bromo-5,6-dichloro-2,3-dihydro-1H-pyrrolo[1,2-a]indol-1-amine hydrochloride